N-(6-(2,6-dioxopiperidin-3-yl)-1-oxoisoindolin-4-yl)-3-(pyridin-2-ylethynyl)benzenesulfonamide O=C1NC(CCC1C1=CC(=C2CNC(C2=C1)=O)NS(=O)(=O)C1=CC(=CC=C1)C#CC1=NC=CC=C1)=O